C(C)(=O)NN1C(C2=CC(=CC=C2C1)C([C@@H](NC([C@H]1N(CCC1)C([C@@H](NC(CN)=O)CCC(N)=O)=O)=O)CCCNC(N)=N)=O)=O 2-acetamido-6-(glycyl-L-glutaminyl-L-prolyl-L-arginyl)-1-oxoisoindoline